(R)-(4-(1-Methyl-1H-pyrazol-5-yl)-6-(3-methylmorpholinyl)pyridazin-3-yl)methylamine CN1N=CC=C1C1=C(N=NC(=C1)N1[C@@H](COCC1)C)CN